CC1CCN2C(O1)=C(C=N2)C(=O)N[C@@H]2C(NC1=C(C(=N2)C2=CC=CC=C2)C=CC=C1F)=O 5-methyl-N-[(3S)-9-fluoro-2-oxo-5-phenyl-1,3-dihydro-1,4-benzodiazepine-3-yl]-6,7-dihydro-5H-pyrazolo[5,1-b][1,3]Oxazine-3-carboxamide